OC(C(=O)C1=CC=C(C=C1)CC1=CC=C(C=C1)C(C(C)(C)O)=O)(C)C 2-hydroxy-1-[4-{4-(2-hydroxy-2-methylpropionyl)-benzyl}-phenyl]-2-Methylpropane-1-one